C(C=C)N1N(C2=CC(=CC=C2C1=O)NC1=NC=C(C(=N1)NC(CO)C1=CC=CC=C1)C1=NC(=NO1)C12CCN(CC1)CC2)C(C)C 2-allyl-6-((4-((2-hydroxy-1-phenylethyl)amino)-5-(3-(quinuclidin-4-yl)-1,2,4-oxadiazol-5-yl)pyrimidin-2-yl)amino)-1-isopropyl-1,2-dihydro-3H-indazol-3-one